1-fluoro-N-((6S,7S)-6-((2-fluoro-[1,1'-biphenyl]-3-yl)methyl)-5-((S)-2-methyloxetane-2-carbonyl)-5-azaspiro[2.4]heptan-7-yl)methanesulfonamide FCS(=O)(=O)N[C@@H]1[C@@H](N(CC12CC2)C(=O)[C@]2(OCC2)C)CC=2C(=C(C=CC2)C2=CC=CC=C2)F